ClC1=CC=C(CNC(NCCCCCC(=O)N(C)C2=C(C=CC=C2)F)=O)C=C1 6-(3-(4-chlorobenzyl)ureido)-N-(2-fluorophenyl)-N-methylhexanamide